N-(2-(6-amino-8-((6-(dimethylamino)benzo[d][1,3]dioxol-5-yl)thio)-9H-purin-9-yl)ethyl)-3-methylbutanamide NC1=C2N=C(N(C2=NC=N1)CCNC(CC(C)C)=O)SC1=CC2=C(OCO2)C=C1N(C)C